tert-butyl (4-amino-3-methyl-5-(methylcarbamoyl)benzyl)carbamate NC1=C(C=C(CNC(OC(C)(C)C)=O)C=C1C(NC)=O)C